[C].[S] sulfur compound with carbon